1-[4-(4-benzoylphenylthio)phenyl]-2-methyl-2-(4-methylbenzenesulfonyl)propane-1-one C(C1=CC=CC=C1)(=O)C1=CC=C(C=C1)SC1=CC=C(C=C1)C(C(C)(S(=O)(=O)C1=CC=C(C=C1)C)C)=O